C(=O)[C@@H]1CC[C@H](CO1)NC(OC(C)(C)C)=O tert-butyl (3R,6S)-6-formyltetrahydro-2H-pyran-3-ylcarbamate